C(OC(C(OC1=CC=C(C=C1)N1CCN(CC1)CCO)([2H])[2H])([2H])[2H])([2H])([2H])[2H] 2-{4-[4-({2-[(2H3)methyloxy](2H4)ethyl}oxy)phenyl]piperazin-1-yl}ethanol